FC(C1=NC(=CC=C1C=1C=C(C=2N(C1)C=C(N2)C)C)N2CCC(CC2)N2CCNCC2)F 6-[2-(difluoromethyl)-6-(4-piperazin-1-yl-1-piperidyl)-3-pyridyl]-2,8-dimethyl-imidazo[1,2-a]pyridine